FC1=C(C=C(C=C1)F)C(C)NC1=NC=2N(C=C1)N=CC2 N-(1-(2,5-difluorophenyl)ethyl)pyrazolo[1,5-a]pyrimidin-5-amine